C(CC)(=O)OCC1=C(C(=CC=C1)C=1C=NC(=CC1)N1CCOCC1)O (2R)-2-hydroxy-3-[6-(morpholin-4-yl) pyridin-3-yl]Benzyl propionate